C12(CC(C1)C2)N2C(C(N(CC2)CC21C(C(C2)(C1)C1=CC=CC=C1)(F)F)=O)=O 1-(bicyclo[1.1.1]pentan-1-yl)-4-((2,2-difluoro-3-phenylbicyclo[1.1.1]pentan-1-yl)methyl)piperazine-2,3-dione